2-(3'-(3-(2-oxa-6-azaspiro[3.4]oct-6-yl)propoxy)-2,2'-dimethyl-[1,1'-biphenyl]-3-yl)-6,7-dihydrothiazolo[5,4-c]pyridine-5(4H)-carboxylic acid tert-butyl ester C(C)(C)(C)OC(=O)N1CC2=C(CC1)N=C(S2)C=2C(=C(C=CC2)C2=C(C(=CC=C2)OCCCN2CC1(COC1)CC2)C)C